C(C)OC(=O)C1=NOC(=C1)C=1C=C2C(=CN(C2=CC1)CC1=CC=C(C=C1)F)C#N 5-(N-p-fluorobenzyl-3-cyanoindol-5-yl)isoxazole-3-carboxylic acid ethyl ester